N-((5-(cyclobutylmethyl)-2,3-dihydro-1H-inden-4-yl)carbamoyl)-4-(2-hydroxypropan-2-yl)thiophene-2-sulfonimidamide C1(CCC1)CC=1C(=C2CCCC2=CC1)NC(=O)NS(=O)(=N)C=1SC=C(C1)C(C)(C)O